N-(4-(7-(3-(2,2,2-Trifluoroethyl)ureido)-1H-indol-3-yl)pyridin-2-yl)cyclopropancarboxamid FC(CNC(NC=1C=CC=C2C(=CNC12)C1=CC(=NC=C1)NC(=O)C1CC1)=O)(F)F